4-nitrophenyl ((1-(2,2,2-trifluoroethyl)-1H-pyrazol-4-yl)methyl) carbonate C(OC1=CC=C(C=C1)[N+](=O)[O-])(OCC=1C=NN(C1)CC(F)(F)F)=O